BrC=1C=NC=2N(C=3N=CC(=CC3OC2C1)Br)CCCCCN1CC2COCC(C1)C2 6,12-dibromo-2-(5-{3-oxa-7-azabicyclo[3.3.1]nonan-7-yl}pentyl)-9-oxa-2,4,14-triazatricyclo[8.4.0.0^{3,8}]tetradeca-1(10),3(8),4,6,11,13-hexaene